C(C)(=O)[O-].C(C)(=O)[O-].[Pd+2].C1(=CC=CC=C1)P(C1=CC=CC=C1)C1=CC=CC=C1.C1(=CC=CC=C1)P(C1=CC=CC=C1)C1=CC=CC=C1 bis(triphenylphosphine) palladium diacetate